ClC1=CC=C(C=N1)NC1=NC=CC2=CC(=CC=C12)OC[C@@]1(COCC1)C#N |r| Racemic-3-(((1-((6-chloropyridin-3-yl)amino)isoquinolin-6-yl)oxy)methyl)tetrahydrofuran-3-carbonitrile